5-[diethoxy(phenyl)silyl]pentane-1,2-disulfonic acid C(C)O[Si](CCCC(CS(=O)(=O)O)S(=O)(=O)O)(C1=CC=CC=C1)OCC